ClC1=CC=C(OCC(=O)NC=2C=NC(=CC2)NC(COC2=CC=C(C=C2)Cl)=O)C=C1 2-(4-Chlorophenoxy)-N-[6-[[2-(4-chlorophenoxy)acetyl]amino]pyridin-3-yl]acetamide